[Si](C)(C)(C(C)(C)C)O[C@H]1[C@@H](O[C@@H]([C@H]1O[Si](C)(C)C(C)(C)C)CSCC=1C=NSC1C1=CC=CC=C1)N1C=CC2=C1N=CN=C2N 7-((2R,3R,4R,5S)-3,4-bis((tert-Butyldimethylsilyl)oxy)-5-((((5-phenylisothiazol-4-yl)methyl)thio)methyl)tetrahydrofuran-2-yl)-7H-pyrrolo[2,3-d]pyrimidin-4-amine